FC(N1N=CC(=C1)C1=NC(=C(C2=C1C(N(C2)CC2=C(C=C(C=C2)OC)OC)=O)F)N[C@H]2[C@H](CCCC2)NC(OC(C)(C)C)=O)F tert-butyl (1S,2R)-2-(4-(1-(difluoromethyl)-1H-pyrazol-4-yl)-2-(2,4-dimethoxybenzyl)-7-fluoro-3-oxo-2,3-dihydro-1H-pyrrolo[3,4-c]pyridin-6-ylamino)cyclohexylcarbamate